NC=1C=C(OC2C(NC(CC2)=O)=O)C=CC1 3-(3-aminophenoxy)piperidine-2,6-dione